C(N)(OCC1=C(CC2=CC=CC=C12)Cl)=O 2-chloro-3-indenylmethyl carbamate